1,5-anhydro-2-O-(tert-butyl(dimethyl)silyl)-3,4-dideoxy-3-(7,8-dimethyl-4-oxo-6-(4,4,5,5-tetramethyl-1,3,2-dioxaborolan-2-yl)quinazolin-3(4H)-yl)-L-threo-pentitol [Si](C)(C)(C(C)(C)C)O[C@H]1COCC[C@@H]1N1C=NC2=C(C(=C(C=C2C1=O)B1OC(C(O1)(C)C)(C)C)C)C